5-amino-5'-methyl-3,3'-bi-1H-1,2,4-triazole NC1=NC(=NN1)C1=NNC(=N1)C